FC=1C=C(C=CC1OC1=C2C(=NC=C1)NN=C2NC2CC(C2)CO)NC(=O)C=2C(N(N=CC2)C2=CC=C(C=C2)F)=O N-(3-fluoro-4-((3-(((1s,3s)-3-(hydroxymethyl)cyclobutyl)amino)-1H-pyrazolo[3,4-b]pyridin-4-yl)oxy)phenyl)-2-(4-fluorophenyl)-3-oxo-2,3-dihydropyridazine-4-carboxamide